OC(CS(=O)O)CCCCCCCCCCC 2-hydroxy-tridecane-1-sulfinic acid